CNC1=NN(C(=C1)C1=CC=2N(C=C1)N=CC2)C2=NC(=CC=C2)C 5-(3-(methylamino)-1-(6-methylpyridin-2-yl)-1H-pyrazol-5-yl)pyrazolo[1,5-a]pyridine